4-[4-({(1R)-1-[3-(difluoromethyl)-2-fluorophenyl]ethyl}amino)-2-methylpyrido[3,4-d]pyrimidin-6-yl]-N,N-dimethylpiperazine-1-carboxamide FC(C=1C(=C(C=CC1)[C@@H](C)NC=1C2=C(N=C(N1)C)C=NC(=C2)N2CCN(CC2)C(=O)N(C)C)F)F